3,3-Difluorocyclobutylmethanol FC1(CC(C1)CO)F